C(C)C=1C(=NC(=CC1)C)NS(=O)=O N-(3-ethyl-6-methylpyridin-2-yl)sulfonamide